N-(1-((4-(3-methoxy-1H-indazol-5-yl)phenyl)sulfonyl)piperidin-4-yl)-5-(trifluoromethyl)pyridin-2-amine COC1=NNC2=CC=C(C=C12)C1=CC=C(C=C1)S(=O)(=O)N1CCC(CC1)NC1=NC=C(C=C1)C(F)(F)F